7-methoxy-2-(methylthio)benzo[d]thiazole COC1=CC=CC=2N=C(SC21)SC